calcium folate salt C(CC[C@@H](C(=O)O)NC(=O)C1=CC=C(NCC2=CN=C3N=C(N)NC(=O)C3=N2)C=C1)(=O)[O-].[Ca+2].C(CC[C@@H](C(=O)O)NC(=O)C1=CC=C(NCC2=CN=C3N=C(N)NC(=O)C3=N2)C=C1)(=O)[O-]